CNC(C1=CC=C(C=C1)N1C(=NC2=NC=CN=C2C1=O)SCC(NC=1SC=CN1)=O)=O N-Methyl-4-(4-oxo-2-((2-oxo-2-(thiazol-2-ylamino)ethyl)thio)pteridin-3(4H)-yl)benzamide